C(C)(=O)O.C1(CCCCC1)(N)N trans-cyclohexanediamine acetate